CN1C=CC(=C1)C=1C=NN(C1)C1=C(C=C(C=C1Cl)C(C(F)(F)F)(C(F)(F)F)F)Cl Methyl-4-{1-[2,6-dichloro-4-(1,1,1,2,3,3,3-heptafluoropropan-2-yl)phenyl]-1H-pyrazol-4-yl}-1H-pyrrol